N(=NC1=CC=C(N)C=C1)C1=CC=C(N)C=C1 4,4'-azodianilin